phenyl-3,3-dimethyltriazene C1(=CC=CC=C1)N=NN(C)C